ethyl 3-(1-(4-chloro-3-(trifluoromethoxy) benzyl)-3-(ethoxycarbonyl) thioureido)-1H-pyrrole-2-carboxylate ClC1=C(C=C(CN(C(=S)NC(=O)OCC)C2=C(NC=C2)C(=O)OCC)C=C1)OC(F)(F)F